3-(5-chloro-2H-benzotriazol-2-yl)-5-tert-butyl-4-hydroxybenzoic acid octyl ester C(CCCCCCC)OC(C1=CC(=C(C(=C1)C(C)(C)C)O)N1N=C2C(=N1)C=CC(=C2)Cl)=O